BrC1=CC(=C(C(=C1)OC)C(CC)O)CC 1-(4-Bromo-2-ethyl-6-methoxy-phenyl)-propan-1-ol